(Z)-6-((2R,4R)-4-((3-(2-chlorophenyl)-5-cyclopropylisoxazol-4-yl)methoxy)-2-methylpiperidin-1-yl)-N'-hydroxynicotinimidamide ClC1=C(C=CC=C1)C1=NOC(=C1CO[C@H]1C[C@H](N(CC1)C1=NC=C(/C(/N)=N/O)C=C1)C)C1CC1